4-(4-(4-(4-bromophenyl)piperazin-1-yl)phenyl)-2-(2,2,2-trifluoroethyl)-2,4-dihydro-3H-1,2,4-triazol-3-one BrC1=CC=C(C=C1)N1CCN(CC1)C1=CC=C(C=C1)N1C(N(N=C1)CC(F)(F)F)=O